(S)-5-chloro-2-(3-(methoxymethyl)morpholino)pyridin-4-amine ClC=1C(=CC(=NC1)N1[C@H](COCC1)COC)N